tin monobutyloxide C(CCC)OCCCC.[Sn]